tri-(2,4-di-tert-butylphenyl)-phosphite C(C)(C)(C)C1=C(C=CC(=C1)C(C)(C)C)OP(OC1=C(C=C(C=C1)C(C)(C)C)C(C)(C)C)OC1=C(C=C(C=C1)C(C)(C)C)C(C)(C)C